5,5-dithiobis(1-phenyl-1H-tetrazole) C1=CC=C(C=C1)N2C(=NN=N2)SSC3=NN=NN3C4=CC=CC=C4